Cl.CC1(CC(=NO1)C1[C@H]2CNC[C@@H]12)C (1R,5S,6r)-6-(5,5-dimethyl-4,5-dihydro-1,2-oxazol-3-yl)-3-azabicyclo[3.1.0]Hexane hydrochloride